3-(4-methylpyridin-3-yl)-6-(trifluoromethyl)quinazoline-2,4(1H,3H)-dione CC1=C(C=NC=C1)N1C(NC2=CC=C(C=C2C1=O)C(F)(F)F)=O